3-(4-(5-(4-chloro-3H-spiro[isobenzofuran-1,4'-piperidine]-1'-yl)pentyl)-1-oxoisoindolin-2-yl)piperidine-2,6-dione ClC1=C2COC3(CCN(CC3)CCCCCC3=C4CN(C(C4=CC=C3)=O)C3C(NC(CC3)=O)=O)C2=CC=C1